ClC1=C2C=C(NC2=C(C=C1)OC1=CC=CC=C1)C(=O)OC methyl 4-chloro-7-phenoxy-1H-indole-2-carboxylate